5-(pyridin-2-ylmethoxy)isobenzofuran N1=C(C=CC=C1)COC1=CC2=COC=C2C=C1